C1(=CC=CC=C1)P(C1=C(C=CC=C1)F)C1=CC=CC=C1 diphenyl-(fluorophenyl)phosphine